1,2-dioleyloxypropyl-N,N-dimethylaminopropane C(CCCCCCC\C=C/CCCCCCCC)OC(C(C)OCCCCCCCC\C=C/CCCCCCCC)C(CC)N(C)C